(2-fluorotetrahydro-1H-pyrrolizin-7a(5H)-yl-2-d)methan-d2-ol FC1(CC2(CCCN2C1)C(O)([2H])[2H])[2H]